N-(4-bromo-2-nitrophenylmethyl)cyclopropylamine BrC1=CC(=C(C=C1)CNC1CC1)[N+](=O)[O-]